O1N=C(N=C1)C=1C(=NC=C(C1)C(F)(F)F)N1CCN(CC1)C(=O)C1CC(C1)N (4-(3-(1,2,4-oxadiazol-3-yl)-5-(trifluoromethyl)pyridin-2-yl)piperazin-1-yl)(3-aminocyclobutyl)methanone